2,6-bis(2,6-diisopropoxyphenyl)phenylphosphine C(C)(C)OC1=C(C(=CC=C1)OC(C)C)C1=C(C(=CC=C1)C1=C(C=CC=C1OC(C)C)OC(C)C)P